C[C@@H]1[C@H]([C@H](C[C@@H](O1)O[C@H]2CC[C@]3([C@@H](C2)CC[C@@H]4[C@@H]3C[C@H]([C@]5([C@@]4(CC[C@@H]5C6=CC(=O)OC6)O)C)O)C)O)O[C@H]7C[C@@H]([C@@H]([C@H](O7)C)O[C@H]8C[C@@H]([C@@H]([C@H](O8)C)O[C@H]9[C@@H]([C@H]([C@@H]([C@H](O9)CO)O)O)O)O)O The molecule is a cardenolide glycoside that is lanatoside C with the acetoxy group replaced by a hydroxy group. It has a role as an anti-arrhythmia drug, a cardiotonic drug, a metabolite and an EC 3.6.3.9 (Na(+)/K(+)-transporting ATPase) inhibitor. It is a 14beta-hydroxy steroid, a 12beta-hydroxy steroid, a cardenolide glycoside and a tetrasaccharide derivative.